4-(cyclopropylamino)cyclohexanone C1(CC1)NC1CCC(CC1)=O